methyl 5-benzyl-3-((3-chloroimidazo[1,2-a]pyridine-8-carboxamido)methyl)-4,5-dihydroisoxazole-5-carboxylate C(C1=CC=CC=C1)C1(CC(=NO1)CNC(=O)C=1C=2N(C=CC1)C(=CN2)Cl)C(=O)OC